ClC=1N=C(C(=NC1)C(=O)NN)C 5-chloro-3-methylpyrazin-2-carbohydrazide